N1(N=CC=C1)CC=1C=CC(=NC1OC)C(=O)NS(=O)(=O)C=1C=C2CCCC2=CC1 5-((1H-pyrazol-1-yl)methyl)-N-((2,3-dihydro-1H-inden-5-yl)sulfonyl)-6-methoxypicolinamide